tert-Butyl (1-((3-(2-(hydroxymethyl)butyl)phenyl)sulfonyl)piperidin-4-yl)carbamate OCC(CC=1C=C(C=CC1)S(=O)(=O)N1CCC(CC1)NC(OC(C)(C)C)=O)CC